C(C)(C)(C)OC(N[C@H]1CS(C2=C(N(C1=O)CC1=CC=C(C=C1)Cl)C=C(C(=C2)F)N2N=C(N=C2)CC)(=O)=O)=O.O(C2=CC=CC=C2)C2=C(C=CC=C2)C=2SC=CC2 2-(2-phenoxyphenyl)thiophene tert-butyl-N-[(3R)-5-[(4-chlorophenyl)methyl]-7-(3-ethyl-1,2,4-triazol-1-yl)-8-fluoro-1,1,4-trioxo-2,3-dihydro-1λ6,5-benzothiazepin-3-yl]carbamate